4-[2-(6,6-Dimethyl-11-oxo-6,11-dihydro-benzo[b]naphtho[2,3-d]furan-8-yloxy)-acetyl]-piperazine-1-carboxylic acid tert-butyl ester C(C)(C)(C)OC(=O)N1CCN(CC1)C(COC=1C=C2C(C3=C(C4=C(O3)C=CC=C4)C(C2=CC1)=O)(C)C)=O